OC(COC=1N=CC(=NC1C)C1=CNC2=C(C=CC=C12)C#N)(C)C 3-[5-(2-hydroxy-2-methylpropyloxy)-6-methylpyrazin-2-yl]-1H-indole-7-carbonitrile